C(#N)C(C(=O)N1CC(CC(C1)C1=CC=CC=C1)C(=O)O)=CC(C)(C)C 1-(2-cyano-4,4-dimethylpent-2-enoyl)5-phenylpiperidine-3-carboxylic acid